2-(4-(benzyloxy)-2-(((tert-butyldimethylsilyl)oxy)methyl)phenyl)-2-(4-bromophenyl)-1-(2,5-difluoro-4-methylphenyl)ethan-1-one C(C1=CC=CC=C1)OC1=CC(=C(C=C1)C(C(=O)C1=C(C=C(C(=C1)F)C)F)C1=CC=C(C=C1)Br)CO[Si](C)(C)C(C)(C)C